diethyl (3-((1R,5S,6s)-6-(2-((E)-3-(pyridin-3-yl)acrylamido)ethyl)-3-azabicyclo[3.1.0]hexan-3-yl)phenyl)phosphonate N1=CC(=CC=C1)/C=C/C(=O)NCCC1[C@@H]2CN(C[C@H]12)C=1C=C(C=CC1)P(OCC)(OCC)=O